C(=O)[O-].C(CCCCCCC)N.C(CCCCCCC)N.[Cu+2].C(=O)[O-] copper (II) bis(octylamine) formate